i-butoxytitanium C(C(C)C)O[Ti]